CN(C)CN(C)C N,N,N',N'-Tetramethylmethylenediamine